C(CC=C)OC=1C=2N(C=C(N1)C1=C3C(=NC(=C1)C(C)N(C(OC(C)(C)C)=O)CC)C=CO3)C=CN2 Tert-butyl (1-(7-(8-(but-3-en-1-yloxy)imidazo[1,2-a]pyrazin-6-yl)furo[3,2-b]pyridin-5-yl)ethyl)(ethyl)carbamate